trispyrrolidinium hexafluorophosphate F[P-](F)(F)(F)(F)F.[NH2+]1CCCC1.[NH2+]1CCCC1.[NH2+]1CCCC1.F[P-](F)(F)(F)(F)F.F[P-](F)(F)(F)(F)F